FC1=CC=C(CC2=CN=C(S2)C2C(=NN(C(C2)=O)C)C(=O)N)C=C1 (5-(4-fluorobenzyl)thiazol-2-yl)-1-methyl-6-oxo-1,4,5,6-tetrahydropyridazine-3-carboxamide